2-((2-(trifluoromethyl)pyridin-4-yl)oxy)benzonitrile FC(C1=NC=CC(=C1)OC1=C(C#N)C=CC=C1)(F)F